S1C=C(C2=C1C=CC=C2)C[C@H](N)C(=O)O β-(3-benzothienyl)-alanine